3-(2-{[4-chloro-3-(6-cyano-4-methyl-pyridin-3-yl)-benzoyl]-methyl-amino}-phenoxy)-propionic acid ClC1=C(C=C(C(=O)N(C2=C(OCCC(=O)O)C=CC=C2)C)C=C1)C=1C=NC(=CC1C)C#N